Methyl 3-((1H-pyrrolo[2,3-b]pyridine-5-carboxamido)methyl)-4-isopropylbenzoate N1C=CC=2C1=NC=C(C2)C(=O)NCC=2C=C(C(=O)OC)C=CC2C(C)C